1,3-Bis-(2,5-diaminophenoxy)-propan-2-ol NC1=C(OCC(COC2=C(C=CC(=C2)N)N)O)C=C(C=C1)N